C1(CC1)C1=NC=NC(=C1C1=NC=C(C(=N1)OCC1=CC=C(C=C1)C=1N(C=C(N1)C(F)(F)F)[C@@H](C(F)(F)F)C)C)OC |r| Racemic-2-(4-cyclopropyl-6-methoxy-pyrimidin-5-yl)-5-methyl-4-[[4-[4-(trifluoromethyl)-1-(2,2,2-trifluoro-1-methyl-ethyl)imidazol-2-yl]phenyl]methoxy]pyrimidine